4-(4-(4-(1-ethylpiperidin-4-yl)piperazin-1-yl)piperidin-1-yl)-3-((4-(icosyloxy)phenyl)sulfonyl)-6-(trifluoromethoxy)quinoline C(C)N1CCC(CC1)N1CCN(CC1)C1CCN(CC1)C1=C(C=NC2=CC=C(C=C12)OC(F)(F)F)S(=O)(=O)C1=CC=C(C=C1)OCCCCCCCCCCCCCCCCCCCC